C1(CC1)C=1C=NC(=NC1)N1C[C@H]([C@@H](CC1)N1C([C@@H](CC1)OC([C@H](C)NC1=C(C(NN=C1)=O)C(F)(F)F)([2H])[2H])=O)O 5-(((S)-1-(((R)-1-((3R,4R)-1-(5-cyclopropylpyrimidin-2-yl)-3-hydroxypiperidin-4-yl)-2-oxopyrrolidin-3-yl)oxy)propan-2-yl-1,1-d2)amino)-4-(trifluoromethyl)pyridazin-3(2H)-one